4-nitrosoanthracene N(=O)C1=CC=CC2=CC3=CC=CC=C3C=C12